C1(CC1)C(=O)NC=1C(=CC(=C(C1)NC(=O)C=1C=NN2C1C=CC(=C2)F)C)F N-[5-(cyclopropanecarbonylamino)-4-fluoro-2-methylphenyl]-6-fluoropyrazolo[1,5-a]pyridine-3-carboxamide